C1(CC1)C1=NN(C=2C=NNC(C21)=O)C(C)C 3-cyclopropyl-1-isopropyl-1,5-dihydro-4H-pyrazolo[3,4-d]pyridazin-4-one